(2R,6S)-N-[2-(1H-imidazol-4-ylmethyl)-2-azaspiro[3.3]heptan-6-yl]-2,6-dimethyl-4-[5-(trifluoromethyl)pyrimidin-2-yl]piperazine-1-carboxamide N1C=NC(=C1)CN1CC2(C1)CC(C2)NC(=O)N2[C@@H](CN(C[C@@H]2C)C2=NC=C(C=N2)C(F)(F)F)C